ethyl (S)-3-amino-3-(4'-(trifluoromethoxy)biphenyl-3-yl)propanoate N[C@@H](CC(=O)OCC)C=1C=C(C=CC1)C1=CC=C(C=C1)OC(F)(F)F